[3-[4-(4-Chloro-2-methylsulfonyl-phenyl)phenyl]azetidin-1-yl]-[(3R)-3-(1H-tetrazol-5-yl)pyrrolidin-1-yl]methanone tert-butyl-(1-(((3-hydroxypropyl)amino)methyl)cyclobutyl)carbamate C(C)(C)(C)N(C(O)=O)C1(CCC1)CNCCCO.ClC1=CC(=C(C=C1)C1=CC=C(C=C1)C1CN(C1)C(=O)N1C[C@@H](CC1)C1=NN=NN1)S(=O)(=O)C